(S)-N-(2,2-difluoro-1-(1-neopentyl-6-(2-(trifluoromethyl)phenyl)-1H-indol-3-yl)ethyl)-3,3-difluorocyclobutane-1-sulfonamide FC([C@H](C1=CN(C2=CC(=CC=C12)C1=C(C=CC=C1)C(F)(F)F)CC(C)(C)C)NS(=O)(=O)C1CC(C1)(F)F)F